COC1=CC=C(CN2C3C=CC(C2=O)C3)C=C1 2-(4-methoxybenzyl)-2-azabicyclo[2.2.1]hept-5-en-3-one